N-(3-(3-((2,6-Dioxopiperidin-3-yl)amino)phenyl)prop-2-yn-1-yl)-5-(8-(7-(4-hydroxy-4-methylcyclohexyl)-1,3-dimethyl-2-oxo-1,2-dihydroquinolin-5-yl)isoquinolin-3-yl)picolinamide O=C1NC(CCC1NC=1C=C(C=CC1)C#CCNC(C1=NC=C(C=C1)C=1N=CC2=C(C=CC=C2C1)C1=C2C=C(C(N(C2=CC(=C1)C1CCC(CC1)(C)O)C)=O)C)=O)=O